methyl 4-bromo-1-(2-oxopropyl)-1H-pyrrole-2-carboxylate BrC=1C=C(N(C1)CC(C)=O)C(=O)OC